[C@H]1([C@H](CCCC1)N)N (1s,2s)-1,2-cyclohexanediamine